5-Chloro-2-{7-[(1s,3s)-3-hydroxy-3-methylcyclobutyl]-5-methoxy-7H-pyrrolo[2,3-c]pyridazin-3-yl}-3-methylphenol ClC=1C=C(C(=C(C1)O)C1=CC2=C(N=N1)N(C=C2OC)C2CC(C2)(C)O)C